Chloroamphetamine CC(C(C1=CC=CC=C1)Cl)N